[NH4+].CC=1C=C(OC2=C(C(=O)N)C=CC=C2)C=CC1 2-(3-methylphenoxy)benzamide ammonium